2-amino-3'-hydroxy-2',6'-dimethyl-5-(2-(((S)-pyrrolidin-2-yl)methoxy)pyridin-4-yl)-[1,1'-biphenyl]-3-carboxamide NC1=C(C=C(C=C1C(=O)N)C1=CC(=NC=C1)OC[C@H]1NCCC1)C1=C(C(=CC=C1C)O)C